diethyl ((3,5-bis(1,1-dimethylethyl)-4-hydroxyphenyl) methyl) phosphate P(=O)(OCC)(OCC)OCC1=CC(=C(C(=C1)C(C)(C)C)O)C(C)(C)C